C(C)(C)(C)OC(=O)N1CCCC(=C1)B1OC(C)(C)C(C)(C)O1 N-t-butoxycarbonyl-3,4-dihydropyridine-5-boronic acid pinacol ester